C(C)(C)(C)OC(CC1=C(C(=CC(=C1)NC(=O)OC1=CC=CC=C1)Cl)C)=O.CC1=CC[C@@H](CC1)C(=C)C (4R)-1-methyl-4-(1-methylvinyl)cyclohexene tert-butyl-2-(3-chloro-2-methyl-5-((phenoxycarbonyl)amino)phenyl)acetate